5-fluoro-2,3-dihydro-1H-inden-2-amine hydrochloride Cl.FC=1C=C2CC(CC2=CC1)N